2-(pyrrolidin-2-yl)acetamide trifluoroacetate FC(C(=O)O)(F)F.N1C(CCC1)CC(=O)N